ClC=1C=C(C=NC1N1N=C(N=C1)C)NC(=O)C=1C=NN(C1C(F)(F)F)C=1C=CC=C2C=CN=CC12 N-(5-Chloro-6-(3-methyl-1H-1,2,4-triazol-1-yl)pyridin-3-yl)-1-(isochinolin-8-yl)-5-(trifluoromethyl)-1H-pyrazol-4-carboxamid